3-((Dimethoxyphosphoryl)methyl)-2-(4-hydroxy-2-methylbutan-2-yl)-5-methylphenyl diisopropyl phosphate P(=O)(OC1=C(C(=CC(=C1)C)CP(=O)(OC)OC)C(C)(CCO)C)(OC(C)C)OC(C)C